pyridinium methylphosphate salt COP(=O)([O-])[O-].[NH+]1=CC=CC=C1.[NH+]1=CC=CC=C1